(S)-1-((benzyloxy)carbonyl)piperidine-3-carboxylic acid C(C1=CC=CC=C1)OC(=O)N1C[C@H](CCC1)C(=O)O